FC1=CC=C(C(=O)N[C@@H](CO)C2=NC(=NO2)C2=NC3=CC=CC=C3C=C2)C=C1 4-fluoro-N-[(1S)-2-hydroxy-1-[3-(quinolin-2-yl)-1,2,4-oxadiazol-5-yl]ethyl]benzamide